OC1=CC=C(C=C1)[C@H](C)NC=1C=CN(CN1)C(C)C (S)-6-((1-(4-hydroxyphenyl)ethyl)amino)-3-isopropylpyrimidine